I(=O)([O-])([O-])([O-])([O-])[O-].[K+].NC=1C=C(C=2C=CC=C(C2C1)S(=O)(=O)Cl)S(=O)(=O)Cl.[K+].[K+].[K+].[K+] 3-amino-1,5-naphthalenedisulfonyl chloride Potassium orthoperiodate